C=1N=CN2C1C=CC(=C2)CNC(OC(C)(C)C)=O tert-butyl N-(imidazo[1,5-a]pyridin-6-ylmethyl)carbamate